[3-(1H-benzimidazol-2-yl)-4-chlorophenyl]-4-[(4-hydroxypiperidin-1-yl)sulfonyl]-2-chlorobenzamide N1C(=NC2=C1C=CC=C2)C=2C=C(C=CC2Cl)C=2C(=C(C(=O)N)C=CC2S(=O)(=O)N2CCC(CC2)O)Cl